C(C1=CC=CC=C1)OC1=NN(C(=C1Br)C1=CC(=C(C=C1)F)F)C1=NC=CN=C1 2-[3-(Benzyloxy)-4-bromo-5-(3,4-difluorophenyl)-1H-pyrazol-1-yl]pyrazin